ClC1=C(C=C(C=C1)NC(=O)C1=C(C(=NN1C)C(C(F)(F)F)(F)F)C(F)(F)F)C(NCC1=CC=CC=C1)=O N-[4-chloro-3-(benzylcarbamoyl)phenyl]-1-methyl-3-(pentafluoroethyl)-4-(trifluoromethyl)-1H-pyrazole-5-carboxamide